3-(isoquinolin-4-yl)isonicotinic acid C1=NC=C(C2=CC=CC=C12)C1=C(C(=O)O)C=CN=C1